[N+](#[C-])CC1C2(CCC(C1)C2)C[N+]#[C-] bis(isocyanomethyl)bicyclo(2.2.1)heptane